CC1=CC=C(C=C1)S(=O)(=O)OCC(C(C)(C)O)=C 3-hydroxy-3-methyl-2-methylenebutyl 4-methylbenzenesulfonate